NC=1C(=NON1)C(=NO)NCCS(=O)(=O)C 4-amino-N'-hydroxy-N-(2-(methylsulfonyl)ethyl)-1,2,5-oxadiazole-3-carboxamidine